beta-trimethylsilyl-propionitrile C[Si](CCC#N)(C)C